tert-Butyl 4-[[2-(Pyrrolidin-1-yl)-4-(trifluoromethyl)phenyl]-methyl]piperazine-1-carboxylate N1(CCCC1)C1=C(C=CC(=C1)C(F)(F)F)CN1CCN(CC1)C(=O)OC(C)(C)C